C(C\C=C\CCCCCCCC\C=C/CCCC)O (E,Z)-3,13-octadecadien-1-ol